OC=1C=C(C=CC1C)[C@H]1N(C[C@@H](CC1)C)C(C(=O)NC=1C=C(C=NC1)C(=O)N)=O 5-[[2-[(2S,5R)-2-(3-hydroxy-4-methyl-phenyl)-5-methyl-1-piperidyl]-2-oxo-acetyl]amino]pyridine-3-carboxamide